C(C(C)C)N1CC2=C(C=CC=C2CC1)CN1CC2(CC1)CCN(CC2)C(=O)OC(C(F)(F)F)C(F)(F)F 1,1,1,3,3,3-hexafluoropropan-2-yl 2-((2-isobutyl-1,2,3,4-tetrahydroisoquinolin-8-yl) methyl)-2,8-diazaspiro[4.5]decane-8-carboxylate